6-hydroxy-1,3,5-trimethyl-2-naphthoic acid OC=1C(=C2C=C(C(=C(C2=CC1)C)C(=O)O)C)C